N-(3-((5-chloro-4-((2-methoxy-4-(piperidin-3-yl)phenyl)amino)pyrimidin-2-yl)amino)phenyl)propionamide ClC=1C(=NC(=NC1)NC=1C=C(C=CC1)NC(CC)=O)NC1=C(C=C(C=C1)C1CNCCC1)OC